N-[2,2,2-trichloro-1-(4-chlorophenylsulfanyl)ethyl]acetamid ClC(C(SC1=CC=C(C=C1)Cl)NC(C)=O)(Cl)Cl